1,1'-azobiscumene N(=NC1(CC=CC=C1)C(C)C)C1(CC=CC=C1)C(C)C